C(C1=CC=CC=C1)NS(=O)(=O)C1=CC(=CC=C1)C1=NC2=C(C=CN=C2C=C1)N1CCCCC1 N-benzyl-3-[8-(piperidin-1-yl)-1,5-naphthyridin-2-yl]benzene-1-sulfonamide